Guanidine silicate [Si](O)(O)(O)O.NC(=N)N